C(C)(C)(C)OC(=O)NCCOC1=C(C=CC(=C1)OC)C=1C=C2C(=CC=NC2=CC1)C(=O)OC methyl 6-(2-(2-(tert-butoxycarbonylamino)ethoxy)-4-methoxyphenyl)quinoline-4-carboxylate